C(#N)/C(/C(=O)NC1=CC=C(C=C1)S(=O)(=O)C=1C=NC=CC1)=C(\C=1C=NOC1C)/O (Z)-2-cyano-3-hydroxy-3-(5-methylisoxazol-4-yl)-N-(4-(pyridin-3-ylsulfonyl)phenyl)acrylamide